C(CCCCCCC)(=O)O.C(CCCCCCC)(=O)O.OC(=O)CCCCCCCCC.OC(=O)CCCCCCCCC.C(C(C)O)O propylene glycol dicaprate dicaprylate